CCCCCCC(N)N diaminoheptane